pent-2-enenitrile C(C=CCC)#N